3-(2-(Benzyloxy)-4,5-difluorophenyl)pentane-1,5-diol C(C1=CC=CC=C1)OC1=C(C=C(C(=C1)F)F)C(CCO)CCO